5-chloro-1H-pyrazolo[4,3-b]pyridine-7-carbaldehyde ClC1=CC(=C2C(=N1)C=NN2)C=O